FC(C)CC=1SC=CN1 2-fluoro-3-(thiazol-2-yl)propan